1,3,5-tris(3-hydroxy-4-tert-butyl-2,6-dimethylbenzyl)-1,3,5-triazine-2,4,6(1H,3H,5H)-trione OC=1C(=C(CN2C(N(C(N(C2=O)CC2=C(C(=C(C=C2C)C(C)(C)C)O)C)=O)CC2=C(C(=C(C=C2C)C(C)(C)C)O)C)=O)C(=CC1C(C)(C)C)C)C